C(C)S(=O)(=O)NC1=C(C=C(C=C1)C1=NN(C(=C1C(=O)N)NC1=NC=CN=C1)COCC[Si](C)(C)C)O[C@@H](C)C1=NC=CC=C1 3-{4-ethanesulfonamido-3-[(1S)-1-(pyridin-2-yl)ethoxy]phenyl}-5-[(pyrazin-2-yl)amino]-1-{[2-(trimethylsilyl)ethoxy]methyl}-1H-pyrazole-4-carboxamide